C1(CCCC1)N1N=C(C=C1C1=C(C=CC=C1OC)OC)C(=O)N[C@H](CC(=O)NC1(CC1)C)CCN1CCCCC1 (3S)-3-{[1-cyclopentyl-5-(2,6-dimethoxyphenyl)-1H-pyrazol-3-yl]formamido}-N-(1-methylcyclopropyl)-5-(piperidin-1-yl)pentanamide